N-(5-(((2S,4R)-4-([1,2,4]triazolo[1,5-a]pyridin-6-yloxy)-2-methylpyrrolidin-1-yl)methyl)-4-fluorothiazol-2-yl)acetamide N=1C=NN2C1C=CC(=C2)O[C@@H]2C[C@@H](N(C2)CC2=C(N=C(S2)NC(C)=O)F)C